O1CCN(CC1)C1=CC=C(C=C1)C#CCNCCC1=CC=C(C=C1)O 4-(2-((3-(4-morpholinophenyl)prop-2-yn-1-yl)amino)ethyl)phenol